ClC1=CC=C(C=C1)C=1N=C2N(C=CC=N2)C1CN1CC2CCC(C1)N2C(=O)[O-] 3-{[2-(4-chlorophenyl)imidazo[1,2-a]pyrimidin-3-yl]methyl}-3,8-diazabicyclo[3.2.1]octane-8-carboxylate